NC1=C(C=2C(=NC=C(C2S1)F)C=1C2=C(C=3C=NC(=NC3C1F)N1CC(CC1)NC1CC1)COC2)C#N 2-Amino-4-(3-(3-(cyclopropylamino)pyrrolidin-1-yl)-5-fluoro-7,9-dihydrofuro[3,4-f]quinazolin-6-yl)-7-fluorothieno[3,2-c]pyridine-3-carbonitrile